N-(2-(1H-pyrazol-1-yl)benzyl)-2-chloro-9H-purin-6-amine N1(N=CC=C1)C1=C(CNC2=C3N=CNC3=NC(=N2)Cl)C=CC=C1